C1(CCCCC1)C=1C=CC(=NC1)CN(C(OC(C)(C)C)=O)C1=CC(N(C=C1)C)=O tert-butyl ((5-cyclohexylpyridin-2-yl)methyl)(1-methyl-2-oxo-1,2-dihydropyridin-4-yl)carbamate